C(C)N(CC)CCC1=C(NC2=CC=CC=C12)C N,N-diethyl-2-(2-methyl-1H-indol-3-yl)ethylamine